1-cyclopropyl-3-(4-((6,7-dimethoxyquinazoline-4-yl)oxy)phenyl)urea C1(CC1)NC(=O)NC1=CC=C(C=C1)OC1=NC=NC2=CC(=C(C=C12)OC)OC